Cl.N[C@@H]1C(N(C2=C(OC1)C=CC(=C2)OCCN2CC(N(CC2)C)=O)C)=O (S)-3-amino-5-methyl-7-(2-(4-methyl-3-oxopiperazin-1-yl)ethoxy)-2,3-dihydrobenzo[b][1,4]oxazepin-4(5H)-one hydrochloride